C(CCC)C1=NC=2C(=C3C(=NC2N)C=CS3)N1CC1=C(C=CC=C1)CN1CCC(CC1)C1=CC=NC=C1 2-butyl-1-(2-((4-(pyridin-4-yl)piperidin-1-yl)methyl)benzyl)-1H-imidazo[4,5-d]thieno[3,2-b]pyridin-4-amine